CC1=CC(=NN1C1=CC=C(C=C1)OC(F)(F)F)N1CCC2(CNC2)CC1 7-[5-methyl-1-[4-(trifluoromethoxy)phenyl]pyrazol-3-yl]-2,7-diazaspiro[3.5]nonane